[C-]#N.C(C)[NH+]1CC(CC1)CCC 1-ethyl-3-propylpyrrolidinium cyanide